CC=1C=C(CNC(=O)N2CC(CCC2)C=2C=C(OC(C(=O)OC)(C)C)C=CC2)C=CC1C methyl 2-(3-(1-((3,4-dimethylbenzyl) carbamoyl) piperidin-3-yl) phenoxy)-2-methylpropionate